4-dimethylamino-2'-hydroxy-4'-methoxy-3'-benzylaminomethyl-chalcone CN(C1=CC=C(C=C1)\C=C\C(=O)C1=C(C(=C(C=C1)OC)CNCC1=CC=CC=C1)O)C